S(=O)(Cl)Cl sulfinyl chloride chloride